C(CCC)OC(=O)C1=NC(=CC(=C1)O)C(=O)OCCCC di-n-butyl-4-hydroxypyridine-2,6-dicarboxylate